N12C[C@H](C(CC1)CC2)NC(=O)C2=C(C=CC(=N2)C=2C(=NC=CC2)OCC)N2[C@@H](CN(CC2)C(=O)C2(CCCC2)C(F)(F)F)CC N-[(3S)-1-azabicyclo[2.2.2]oct-3-yl]-2'-ethoxy-5-[(2R)-2-ethyl-4-[1-(trifluoromethyl)cyclopentanecarbonyl]piperazin-1-yl]-[2,3'-bipyridine]-6-carboxamide